ClC=1N=C(C2=C(N1)C=CC=N2)N2CCOCC2 4-(2-chloropyrido[3,2-d]pyrimidin-4-yl)morpholine